trimethyl-propan-1-aminium chloride [Cl-].CC(CC[NH3+])(C)C